O1N=CNC1=O 1,2,4-oxadiazol-5(4H)-on